N2-(indazol-6-yl)-2,4-pyrimidinediamine N1N=CC2=CC=C(C=C12)NC1=NC=CC(=N1)N